7-chloro-2-(trifluoromethyl)-[1,2,4]triazolo[1,5-a]pyrimidine ClC1=CC=NC=2N1N=C(N2)C(F)(F)F